4-chloro-2,5-dimethoxyamphetamine ClC1=CC(=C(CC(N)C)C=C1OC)OC